ClC=1C(=C(C=CC1OC(F)F)NC=1C2=C(N=CN1)C=C(C(=N2)N2CCN(C1(CC1)C2)C(=O)OC(C)(C)C)F)F tert-Butyl 7-(4-((3-chloro-4-(difluoromethoxy)-2-fluorophenyl)amino)-7-fluoropyrido[3,2-d]pyrimidin-6-yl)-4,7-diazaspiro[2.5]octane-4-carboxylate